C(C1=CC=CC=C1)C1=NC(=NO1)C(=O)OC methyl 5-benzyl-1,2,4-oxadiazole-3-carboxylate